Copper-Indium-Gallium Selenide [Ga]=[Se].[In].[Cu]